tert-butyl (E)-N-(4-(dimethylamino)but-2-enoyl)-N-methylglycinate CN(C/C=C/C(=O)N(CC(=O)OC(C)(C)C)C)C